[Si](C)(C)(C(C)(C)C)OC=1C(=C(C(=CC1)Cl)NC(=O)C=1C(=NC(=NC1)NC1=CC(=C(C=C1)OCCCN(C)C)C)OC)C N-(3-((tert-butyldimethylsilyl)oxy)-6-chloro-2-methylphenyl)-2-((4-(3-(dimethylamino)propoxy)-3-methylphenyl)amino)-4-methoxypyrimidine-5-carboxamide